C(C1=CC=CC=C1)N1N=C(N=C1)N1CCN(CC1)C1=NN2C(C=CC(=C2)C=2C=NN(C2)C)=C1 (4-(1-benzyl-1H-1,2,4-triazol-3-yl)piperazin-1-yl)-6-(1-methyl-1H-pyrazol-4-yl)pyrazolo[1,5-a]pyridine